COC(C)CON1C(C2=CC=CC=C2C1=O)=O 2-((2-Methyloxyeth-2-yl)methoxy)isoindoline-1,3-dione